NC(CCC1CC1)(C1=CC(=CC=C1)C#N)C=1C=CC(=C(C1)NC(=O)[C@@H]1N(C[C@@H](C1)OC)C(=O)NC1=CC=C(C=C1)OC)F (2R,4R)-N2-(5-((+)-1-amino-1-(3-cyanophenyl)-3-cyclopropylpropyl)-2-fluorophenyl)-4-methoxy-N1-(4-methoxyphenyl)pyrrolidine-1,2-dicarboxamide